N-(2-((5-(7-chloro-1H-indol-3-yl)-3-methylpyrazin-2-yl)oxy)ethyl)-N-methylacetamide ClC=1C=CC=C2C(=CNC12)C=1N=C(C(=NC1)OCCN(C(C)=O)C)C